C(C)OC(C(=O)O)CS.C(CCC)[Sn](CCCC)(CCCC)CCCC dibutyldibutyltin (ethoxy-3-mercaptopropionate)